ClC1=CC=C(C=C1)C(C(=O)N[C@H](C(=O)N[C@H](CCC(=O)OCC)C(=O)OCC)CC1CCC1)(C)C Diethyl ((S)-2-(2-(4-chlorophenyl)-2-methylpropanamido)-3-cyclobutylpropanoyl)-D-glutamate